ClC=1C(=CC=2CC3C(O3)C2C1)Cl 3,4-Dichloro-1a,6a-dihydro-6H-indeno[1,2-b]oxirene